CN(C1(CCC(CC1)NC=1N=CC2=C(N1)N(C(C(=C2)C2=C(C(=C(C(=C2)F)NS(=O)(=O)CCC(F)(F)F)F)F)=O)C(C)C)C)C N-(4-(2-(((1r,4r)-4-(dimethylamino)-4-methylcyclohexyl)amino)-8-isopropyl-7-oxo-7,8-dihydropyrido[2,3-d]pyrimidin-6-yl)-2,3,6-trifluorophenyl)-3,3,3-trifluoropropane-1-sulfonamide